CC(=C(C(=O)[O-])CCCC)CC methylethyl-butyl-acrylate